CC1=C(C=CC(=C1)C)C1=NC(=NC(=N1)C1=C(C=C(C=C1)C)C)C1=C(C=C(C=C1)OCCCCCC(C)C)O 2,4-bis(2,4-dimethylphenyl)-6-(2-hydroxy-4-isooctyloxyphenyl)-1,3,5-triazin